4-((5,6,7,8-tetrahydropyrido[3,4-d]pyrimidin-4-yl)thio)-3-(trifluoromethyl)benzonitrile N1=CN=C(C2=C1CNCC2)SC2=C(C=C(C#N)C=C2)C(F)(F)F